BrC=1C(=NC=C(C1)[N+](=O)[O-])OC[C@H]1N(S(N(C1)C)(=O)=O)C(=O)OC methyl (S)-3-(((3-bromo-5-nitropyridin-2-yl)oxy)methyl)-5-methyl-1,2,5-thiadiazolidine-2-carboxylate 1,1-dioxide